C1(CCCC1)S(=O)(=O)C=1C=C(C=CC1)NC(C1=C(N=CC=C1)N1CCC2(CC(C2)(F)F)CC1)=O N-(3-(cyclopentylsulfonyl)phenyl)-2-(2,2-difluoro-7-azaspiro[3.5]nonan-7-yl)nicotinamide